P(=O)(OOC(C1=CC=CC=C1)=O)(OC1=C(C=CC=C1)C)OC1=C(C=CC=C1)C benzoyloxy di(2-tolyl) phosphate